NC1=NC=NN2C1=C(C=C2C=2C=C(C(=NC2)OC)C(=O)NC2CN(CC2F)CC2=CC(=CC=C2)C#N)C(F)(F)F 5-[4-amino-5-(trifluoromethyl)pyrrolo[2,1-f][1,2,4]triazin-7-yl]-N-{1-[(3-cyanophenyl)methyl]-4-fluoropyrrolidin-3-yl}-2-methoxypyridine-3-carboxamide